FC=1C=C(CN2C=NC(=C2)C(=O)NC2C(N(C=3N(CC2)C=CN3)C)=O)C=CC1F 1-(3,4-Difluorobenzyl)-N-(9-methyl-8-oxo-6,7,8,9-tetrahydro-5H-imidazo[1,2-a][1,3]diazepin-7-yl)-1H-imidazol-4-carboxamid